(R)-N-(3-(1-((2-amino-5-chloropyridin-3-yl)oxy)ethyl)phenyl)-4-methyl-3-(methyl-sulfonyl)benzamide ethyl-2-(methoxymethyl)pyrazolo[1,5-a]pyrimidine-7-carboxylate C(C)OC(=O)C1=CC=NC=2N1N=C(C2)COC.NC2=NC=C(C=C2O[C@H](C)C=2C=C(C=CC2)NC(C2=CC(=C(C=C2)C)S(=O)(=O)C)=O)Cl